ClC1=C(C=C(C(=C1)F)C1=NC=NC2=CC(=CC=C12)N1CCOCC1)C(O)C=1C2=C(N=CN1)SC=C2 [2-Chloro-4-fluoro-5-(7-morpholin-4-yl-quinazolin-4-yl)-phenyl]thieno[2,3-d]-pyrimidin-4-yl-methanol